N-(4-fluoro-3-methoxy-phenyl)-N,7-dimethyl-3-[6-(methylcarbamoylamino)-3-pyridyl]benzimidazole-5-carboxamide FC1=C(C=C(C=C1)N(C(=O)C1=CC2=C(N=CN2C=2C=NC(=CC2)NC(NC)=O)C(=C1)C)C)OC